C(CCCCCCCCC)C1(C(C(C(C([NH2+]1)(CCCCCCCCCC)CCCCCCCCCC)(CCCCCCCCCC)CCCCCCCCCC)(CCCCCCCCCC)CCCCCCCCCC)(CCCCCCCCCC)CCCCCCCCCC)CCCCCCCCCC decadecylpyridinium